NC=1C=C(C=C(C1)C(F)(F)F)[C@@H](C)NC1=NC(=NC2=CC3=C(C=C12)OC1C(O3)COC1)C N-((R)-1-(3-amino-5-(trifluoromethyl)phenyl)ethyl)-2-methyl-6a,7,9,9a-tetrahydrofuro[3',4':5,6][1,4]dioxino[2,3-g]quinazolin-4-amine